2-[6-bromo-4-(3-cis-cyanocyclobutyl)oxy-1-oxophthalazin-2-yl]-N-(5-fluoropyrimidin-2-yl)acetamide BrC=1C=C2C(=NN(C(C2=CC1)=O)CC(=O)NC1=NC=C(C=N1)F)OC1(CCC1)C#N